N-(5-(4-fluoropiperidin-1-yl)-2-morpholinothiazolo[4,5-b]pyridin-6-yl)-5-(2-methylpyridin-4-yl)furan-2-carboxamide FC1CCN(CC1)C1=C(C=C2C(=N1)N=C(S2)N2CCOCC2)NC(=O)C=2OC(=CC2)C2=CC(=NC=C2)C